2-(3-(3,6-dihydro-2H-pyran-4-yl)benzyl)-3-(2-fluorophenyl)-5-methyl-2,4,5,6-tetrahydropyrrolo[3,4-c]pyrazole O1CCC(=CC1)C=1C=C(CN2N=C3C(=C2C2=C(C=CC=C2)F)CN(C3)C)C=CC1